C(C=C)(=O)N1C[C@@H](N(CC1)S(=O)(=O)C)C1=CC(=NC(=C1)Cl)C1=CC=NCN1C (S)-6-(4-(4-acryloyl-1-(methylsulfonyl)piperazin-2-yl)-6-chloropyridin-2-yl)-N-methylpyrimidine